CN(CCCCCCCC(=O)N(CCCCCCCCCC)CCCCCCCCCC)CCCCCCCC(=O)N(CCCCCCCCCC)CCCCCCCCCC 8,8'-(Methylazanediyl)Bis(N,N-Didecyloctanamide)